(7R)-7-[5-(4,6-dimethylpyrazolo[1,5-a]pyrazin-2-yl)-7-fluoro-indazol-2-yl]-4-azaspiro[2.5]octane-4-carboxylic acid tert-butyl ester C(C)(C)(C)OC(=O)N1C2(CC2)C[C@@H](CC1)N1N=C2C(=CC(=CC2=C1)C1=NN2C(C(=NC(=C2)C)C)=C1)F